benzyl ((1S)-(6-((5,5-difluoro-2-oxopiperidin-3-yl)methyl)-7-((methoxycarbonyl)amino)imidazo[1,2-b]pyridazin-2-yl)(4,4-difluorocyclohexyl)methyl)carbamate FC1(CC(C(NC1)=O)CC=1C(=CC=2N(N1)C=C(N2)[C@H](C2CCC(CC2)(F)F)NC(OCC2=CC=CC=C2)=O)NC(=O)OC)F